C(C1=CC=CC=C1)(C1=CC=CC=C1)(C1=CC=CC=C1)N1N=C(C=C1)CNCCO 2-(((1-trityl-1H-pyrazol-3-yl)methyl)amino)ethan-1-ol